1-(trans-4-((4-(4-chloro-1H-pyrazol-3-yl)-5-(trifluoromethyl)pyrimidin-2-yl)amino)cyclohexyl)-1-(5-(1-(oxan-4-yl)-1H-pyrazol-4-yl)pyrazin-2-yl)-3-(2,2,2-trifluoroethyl)urea ClC=1C(=NNC1)C1=NC(=NC=C1C(F)(F)F)N[C@@H]1CC[C@H](CC1)N(C(=O)NCC(F)(F)F)C1=NC=C(N=C1)C=1C=NN(C1)C1CCOCC1